ClC1=CC=C(C=C1C1=C(C(=CC=C1C#N)OCCOC)F)C(CNC1CCC(CC1)NC(C)=O)C1=CC=CC=C1 N-((1r,4r)-4-((2-(6-Chloro-6'-cyano-2'-fluoro-3'-(2-methoxyethoxy)-[1,1'-biphenyl]-3-yl)-2-phenylethyl)amino)cyclohexyl)acetamide